BrC=1C=C(C=C(C1)OC(F)(F)F)C[C@H](C(=O)O)[C@@H]1CN(CC1)C(=O)OC(C)(C)C (2S)-3-[3-Bromo-5-(trifluoromethoxy)phenyl]-2-[(3R)-1-tert-butoxycarbonylpyrrolidin-3-yl]propanoic acid